OC[C@H](C(=O)O)C.C1(=CC=CC=C1)P([C-]1C=CC=C1)C1=CC=CC=C1.[C-]1(C=CC=C1)P(C1=CC=CC=C1)C1=CC=CC=C1.[Fe+2] 1,1'-bis(diphenylphosphino)ferrocene (R)-(-)-3-hydroxyisobutyrate